C(C)OC(N[C@@H]1[C@H]([C@@H]2OC(OC[C@H]2O[C@@H]1OCC1=CC=CC=C1)C1=CC=CC=C1)O)=O ((4ar,6s,7r,8r,8as)-6-(benzyloxy)-8-hydroxy-2-phenylhexahydropyrano[3,2-d][1,3]dioxin-7-yl)carbamic acid ethyl ester